NC=1C(=NC(=CN1)C=1C=NN(C1)C)C=1C=CC(N(N1)C1=CC(=CC(=C1)OC(F)(F)F)OCC)=O 6-(3-Amino-6-(1-methyl-1H-pyrazol-4-yl)pyrazin-2-yl)-2-(3-ethoxy-5-(trifluoromethoxy)phenyl)pyridazin-3(2H)-on